5-[3-(cyclopropylsulfonyl)phenyl]-6-methylpyridin-2-amine C1(CC1)S(=O)(=O)C=1C=C(C=CC1)C=1C=CC(=NC1C)N